1,3-dimethyl-4-[(2S)-pyrrolidin-2-yl]-1H-pyrazole hydrochloride Cl.CN1N=C(C(=C1)[C@H]1NCCC1)C